tert-Butyl ((4-bromo-5-cyano-1-methyl-1H-pyrazol-3-yl)methyl)(methyl)carbamate BrC=1C(=NN(C1C#N)C)CN(C(OC(C)(C)C)=O)C